ClC=1N=CC2=C(N1)N(C(C2(C)C)=O)C2CCOCC2 2-chloro-5,5-dimethyl-7-(tetrahydro-2H-pyran-4-yl)-5H-pyrrolo[2,3-d]pyrimidin-6(7H)-one